C1(CC1)CN1C(=CC2=CC=CC(=C12)OCCN1C=NN=C1)C1=NC=2C(=CC=3CCN(C(C3C2)=O)C[C@@H]2NCCOC2)N1C 2-[1-(cyclopropylmethyl)-7-[2-(1,2,4-triazol-4-yl)ethoxy]indol-2-yl]-1-methyl-6-[[(3S)-morpholin-3-yl]methyl]-7,8-dihydroimidazo[4,5-g]isoquinolin-5-one